3-(6-(2,3,6-trifluorophenyl)-3-thioxo-2,5,6,7-tetrahydro-3H-pyrrolo[1,2-c]imidazol-1-yl)propan-1-one FC1=C(C(=CC=C1F)F)C1CC=2N(C(NC2CCC=O)=S)C1